COC=1C=C(C=C(C1)OC)N(CCCCCC(=O)OC)C=1C=C2N=C(C=NC2=CC1)C=1C=NN(C1)C Methyl 6-((3,5-dimethoxyphenyl)(3-(1-methyl-1H-pyrazol-4-yl)quinoxalin-6-yl)amino)hexanoate